FC1=CC=C(C=C1)CNC1=C2C(=NN(C2=NC(=N1)C=1C=CC2=C(COB2O)C1)C)CC [(p-fluorophenyl)methyl][3-ethyl-6-(1-hydroxy-1,3-dihydro-2,1-benzoxaborol-5-yl)-1-methyl-1H-1,2,5,7-tetraazainden-4-yl]amine